C1(CCCC1)N(C=1C=C(C(=O)O)C=CC1)C 3-(cyclopentyl-(methyl)amino)benzoic acid